(+-)-4-(5-cyclopropyl-3-(2-((2R)-2-hydroxy-7-azabicyclo[2.2.1]heptan-7-yl)acetyl)-2-methyl-1H-pyrrol-1-yl)benzonitrile C1(CC1)C1=CC(=C(N1C1=CC=C(C#N)C=C1)C)C(CN1C2[C@@H](CC1CC2)O)=O